tertbutyl peroxy-neoheptanoate C(CCC(C)(C)C)(=O)OOC(C)(C)C